C(C)[C@H]1[C@H](NC(O1)=O)COC1=CSC=2C1=NC(=C(C2)C(=O)N)OC 3-(((4r,5s)-5-ethyl-2-oxooxazolidin-4-yl)methoxy)-5-methoxythieno[3,2-b]pyridine-6-carboxamide